6-amino-3-(2-hydroxyphenyl)-5H,7H,8H,9H-pyridazino[3,4-b]Indole-6-carboxylic acid NC1(CC=2C3=C(NC2CC1)N=NC(=C3)C3=C(C=CC=C3)O)C(=O)O